ClC1=NC=C(C(=N1)C1=CC2=C(N(C=N2)C)C=C1)N 2-chloro-4-(1-methyl-1H-benzo[d]imidazol-5-yl)pyrimidin-5-amine